(R)-α-methyl-β-propiolactone C[C@H]1C(=O)OC1